C(C1=CC=CC=C1)OC(=O)N1CCN(CC1)C[C@H]1CC(N(CC1)CC1CCNCC1)=O.SCC(C(C)(C)C)C(=O)C(C(C)(C)C)CS mercaptomethyl-2-methylisobutylketone benzyl-4-[[(4R)-2-oxo-1-(4-piperidylmethyl)-4-piperidyl]methyl]piperazine-1-carboxylate